cis-N1-(5-(3-ethylimidazo[1,2-a]pyrimidin-6-yl)pyrrolo[2,1-f][1,2,4]triazin-2-yl)-N4-methylcyclohexane-1,4-diamine C(C)C1=CN=C2N1C=C(C=N2)C=2C=CN1N=C(N=CC12)N[C@@H]1CC[C@@H](CC1)NC